(aminomethyl)-5-azaspiro[2.4]heptane-5-carboxylic acid tert-butyl ester C(C)(C)(C)OC(=O)N1CC2(CC2CN)CC1